(R)-3-amino-2-caprolactam NC([C@@H]1C(=O)N1)CCC